(2R)-N-[2-(1-benzylpiperidin-4-yl)ethyl]-4-(2-fluoropyridin-4-yl)-2-methylpiperazine-1-carboxamide C(C1=CC=CC=C1)N1CCC(CC1)CCNC(=O)N1[C@@H](CN(CC1)C1=CC(=NC=C1)F)C